(R)-4-(3-(3-Aminopiperidin-1-carbonyl)-1-(4-(tert-butyl)phenyl)-1H-pyrazol-5-yl)benzonitril N[C@H]1CN(CCC1)C(=O)C1=NN(C(=C1)C1=CC=C(C#N)C=C1)C1=CC=C(C=C1)C(C)(C)C